silicon-magnesium-iron-zinc-aluminum [Al].[Zn].[Fe].[Mg].[Si]